4-(((6-((3,4-dihydroisoquinolin-2(1H)-yl)methyl)-4-oxo-4H-pyran-3-yl)oxy)methyl)-N,N-dimethylbenzamide C1N(CCC2=CC=CC=C12)CC1=CC(C(=CO1)OCC1=CC=C(C(=O)N(C)C)C=C1)=O